C(CCCCCCCCCCCC=CCCCCCC)(=O)OCCCCCCCCCCCCCCCCCCCCCCCC(=O)O 24-(eicosa-13-enoyloxy)-tetracosanoic acid